N-methyl-N-isopropyl-3-(4-methylpiperazin-1-yl)propylamine CN(C(C)C)CCCN1CCN(CC1)C